(1s,2r)-2-((S)-1-((1,3-dioxoisoindolin-2-yl)methyl)-8-hydroxy-1,2,3,4-tetrahydroisoquinoline-2-carbonyl)cyclohexane-1-carboxylic acid benzyl ester C(C1=CC=CC=C1)OC(=O)[C@@H]1[C@@H](CCCC1)C(=O)N1[C@@H](C2=C(C=CC=C2CC1)O)CN1C(C2=CC=CC=C2C1=O)=O